CC=1C=CC2=C(C(C=CS2)=O)C1 6-methylbenzothiopyran-4-one